NC1=NC=CC(=C1Cl)OC1=C(C=C(C=C1)C1=NN(C(=C1C(=O)N)C(F)(F)F)C1=C(C=CC=C1F)F)F (4-((2-amino-3-chloropyridin-4-yl)oxy)-3-fluorophenyl)-1-(2,6-difluorophenyl)-5-(trifluoromethyl)-1H-pyrazole-4-carboxamide